ClC1=CC(=C(COC2=CC=CC(=N2)C=2CCN(CC2)C(=O)O)C=C1)F 6-((4-chloro-2-fluorobenzyl)oxy)-3',6'-dihydro-[2,4'-bipyridine]-1'(2'H)-carboxylic acid